5-((1S,2S)-2-ethoxycyclopropyl)-1-(3-fluorobenzyl)-N3-methyl-2-oxo-1,2-dihydropyridine-3,5-dicarboxamide C(C)O[C@@H]1[C@@H](C1)C1(C=C(C(N(C1)CC1=CC(=CC=C1)F)=O)C(=O)NC)C(=O)N